N1(CCC1)CCC=1C(=CC(N(C1)C(C(=O)N[C@@H](CC(=O)O)C=1C=C(C=C(C1F)C)C1=C(C=C(C(=C1)C)C#N)C)CC(C)C)=O)C(F)(F)F (3S)-3-(2-(5-(2-(azetidin-1-yl)ethyl)-2-oxo-4-(trifluoromethyl)pyridin-1(2H)-yl)-4-methylpentanamido)-3-(4'-cyano-4-fluoro-2',5,5'-trimethyl-[1,1'-biphenyl]-3-yl)propanoic acid